4-(4-cyclopropyl-1H-imidazol-1-yl)-5-(trifluoromethyl)pyridinecarboxylic acid butyl ester C(CCC)OC(=O)C1=NC=C(C(=C1)N1C=NC(=C1)C1CC1)C(F)(F)F